1-Ethylbutyl-2-(4-hydroxy-3-methoxy-phenyl)acetate C(C)C(CCC)OC(CC1=CC(=C(C=C1)O)OC)=O